BrCCOCCOCCOCCO 2-[2-[2-(2-bromoethoxy)ethoxy]ethoxy]ethanol